ethyl 7-(tert-butyl)-2-methoxy-8-(thiophen-3-ylcarbamoyl)quinoline-3-carboxylate C(C)(C)(C)C1=CC=C2C=C(C(=NC2=C1C(NC1=CSC=C1)=O)OC)C(=O)OCC